7-(4-(diisopropylamino)butyl)-7-hydroxytridecane-1,13-diyl dioleate C(CCCCCCC\C=C/CCCCCCCC)(=O)OCCCCCCC(CCCCCCOC(CCCCCCC\C=C/CCCCCCCC)=O)(O)CCCCN(C(C)C)C(C)C